3-(4-(1H-pyrazol-4-yl)phenyl)-1-(3-hydroxybenzyl)-1,3,8-triazaspiro[4.5]decan-2-one N1N=CC(=C1)C1=CC=C(C=C1)N1C(N(C2(C1)CCNCC2)CC2=CC(=CC=C2)O)=O